Fluoropropyl-Terphenyl FCCCC1=C(C=CC=C1)C=1C(=CC=CC1)C1=CC=CC=C1